2-(pyridazin-4-yl)acetic acid N1=NC=C(C=C1)CC(=O)O